2-(3-bromo-1-ethyl-1H-1,2,4-triazol-5-yl)propan-2-ol BrC1=NN(C(=N1)C(C)(C)O)CC